methyl 4,5-difluoro-2-((2-formyl-4-(trifluoromethoxy) phenyl) amino)-benzoate FC1=CC(=C(C(=O)OC)C=C1F)NC1=C(C=C(C=C1)OC(F)(F)F)C=O